2-(6-chloro-4-((1-methylpiperidin-3-yl)amino)phthalazin-1-yl)-5-methylphenol ClC=1C=C2C(=NN=C(C2=CC1)C1=C(C=C(C=C1)C)O)NC1CN(CCC1)C